CC1=C(C2C(C(C1C2)C(=O)O)C(=O)O)C dimethyl-bicyclo[2.2.1]hept-5-ene-2,3-dicarboxylic acid